C(C)(C)(C)[Si](OCCC(=C)B1OC(C(O1)(C)C)(C)C)(C)C tert-butyldimethyl-((3-(4,4,5,5-tetramethyl-1,3,2-dioxaborolan-2-yl)but-3-en-1-yl)oxy)silane